C1(CC1)C1(CC(=NC(=C1)C(C1=C(C=CC=C1)C)O)C(=O)NC)C(=O)N 4-cyclopropyl-6-(hydroxy(o-tolyl)methyl)-N2-methylpyridine-2,4-dicarboxamide